CN(C)CC1(CC1)COC=1N=C(C2=C(N1)N=C(C(=C2)F)C2=C(C=CC=C2F)O)N2[C@@H](CNCC2)C 2-(2-((1-((dimethylamino)methyl)cyclopropyl)methoxy)-6-fluoro-4-((R)-2-methylpiperazin-1-yl)pyrido[2,3-d]pyrimidin-7-yl)-3-fluorophenol